C1=C(C=CC=2C(C3=CC(=CC=C3C(C12)=O)CCCS(=O)(=O)[O-])=O)CCCS(=O)(=O)[O-].[Na+].C1=CC=CC=2C(C3=CC=CC=C3C(C12)=O)=O.[Na+] anthraquinone sodium 3,3'-(9,10-anthraquinone-2,6-diyl)bis(propane-1-sulfonate)